C1OC(OCC12COC(OC2)C(CC(C(=O)O)CC2=CC(=C(C(=C2)C)O)C(C)(C)C)(C)C)C(CC(C(=O)O)CC2=CC(=C(C(=C2)C)O)C(C)(C)C)(C)C.FC(C2=CC=C(O2)C(=O)N)(F)F 5-(trifluoromethyl)furan-2-carboxamide 2,4,8,10-tetraoxaspiro[5.5]undecane-3,9-diylbis(2-methylpropane-2,1-diyl)Bis[3-[3-(tert-butyl)-4-hydroxy-5-methylphenyl]propanoate]